CC1=C(C=CC(=C1)C)C[C@H](NC(=O)[C@H]1[C@@H]2CC[C@H](C1)O2)B(O)O [(1R)-2-(2,4-dimethylphenyl)-1-{[(1S,2R,4R)-7-oxabicyclo[2.2.1]heptan-2-yl]formamido}ethyl]boronic acid